BrC=1C(=C(C#N)C(=CC1)OC1CC1)N1CCC(CC1)C1=NN=CN1C 3-bromo-6-cyclopropoxy-2-[4-(4-methyl-1,2,4-triazol-3-yl)piperidin-1-yl]benzonitrile